C1COC(=O)C(=O)O1 dioxanedione